COCCOCCOCCOCCOCCOCCOCCOCCOCCOCCOCCOCCOCCOCCOCCOCCOCCOCCOCCOCCOCCOCCOCCOCCOCCOCCOCCOCCOCCOCCOCCOCCOCCOCCO The molecule is the hydroxypolyether that is tetratriacontaethylene glycol in which one of the hydroxy groups is substituted by methoxy. It derives from a tetratriacontaethylene glycol.